tris(2-carboxyethyl)phosphine hydrogen chloride Cl.C(=O)(O)CCP(CCC(=O)O)CCC(=O)O